COC1=CC=C(C=CC(=O)Cl)C=C1 p-methoxycinnamoyl chloride